4-[4-[3-(6-ethoxy-5-methoxy-3-pyridinyl)-1,2,4-oxadiazol-5-yl]piperidine-1-carbonyl]-1-phenyl-pyrrolidin-2-one C(C)OC1=C(C=C(C=N1)C1=NOC(=N1)C1CCN(CC1)C(=O)C1CC(N(C1)C1=CC=CC=C1)=O)OC